N1CCN2C1=C1C=NC=CC1=C2 dihydro-1H-imidazo[1',2':1,2]pyrrolo[3,4-c]pyridin